N-((5-cyclopropyl-1H-indazol-4-yl)methyl)-4-fluoro-3-methyl-benzamide C1(CC1)C=1C(=C2C=NNC2=CC1)CNC(C1=CC(=C(C=C1)F)C)=O